[Cl-].[Mg+2].C(#C)[Mg]Br.[Cl-] ethynylmagnesium bromide Magnesium chloride